C(C)N=C=NCCCN(C)C 1-ethyl-3-(3'-(dimethylamino)propyl)carbodiimide